C(C)(=O)O e-Acetic acid